N-(2-((3-chloro-2-((4-methoxybenzyl)amino)pyridin-4-yl)oxy)pyrimidin-5-yl)-5-(4-fluorophenyl)-1-isopropyl-4-oxo-1,4-dihydropyridazine-3-carboxamide ClC=1C(=NC=CC1OC1=NC=C(C=N1)NC(=O)C1=NN(C=C(C1=O)C1=CC=C(C=C1)F)C(C)C)NCC1=CC=C(C=C1)OC